ClC=1C(NN=CC1OCC1=CC(=CC=C1)OCCF)=O 4-chloro-5-((3-(2-fluoroethoxy)benzyl)oxy)pyridazin-3(2H)-one